C(C)S(=O)(=O)C=1C(=NC=C(C1)C=C(C)C)C1=NC=2N(C=C1)N=C(C2)C(F)(F)F 5-(3-(ethylsulfonyl)-5-(2-methylprop-1-en-1-yl)pyridin-2-yl)-2-(trifluoromethyl)pyrazolo[1,5-a]pyrimidine